C(C=C)NNC1=C(C(=O)OCC)C=CC(=N1)Cl ethyl 2-(2-allylhydrazineyl)-6-chloronicotinate